1-(7-nitro-1,2,4,5-tetrahydro-3H-benzo[d]azepin-3-yl)ethan-1-one 1-octylnonyl-8-(4-hydroxybutylamino)octanoate C(CCCCCCC)C(CCCCCCCC)OC(CCCCCCCNCCCCO)=O.[N+](=O)([O-])C1=CC2=C(CCN(CC2)C(C)=O)C=C1